C(C)(C)N1C(=NN=C1)C1=NC(=NC=C1)N (4-isopropyl-4H-1,2,4-triazol-3-yl)pyrimidin-2-amine